FC=1C(=C(C=CC1F)[C@H]1[C@@H](O[C@]([C@H]1C)(C(F)(F)F)C)C(=O)NC1=CC(=NC=C1)C(=N)NC(OC(C)C)=O)OC Isopropyl ((4-((2R,3S,4S,5R)-3-(3,4-difluoro-2-methoxyphenyl)-4,5-dimethyl-5-(trifluoromethyl)tetrahydrofuran-2-carboxamido)pyridin-2-yl)(imino)methyl)carbamate